2-(4-Methoxyphenyl)pyrido[4,3-e][1,2,4]triazolo[1,5-c]pyrimidin-5(6H)-one COC1=CC=C(C=C1)C1=NN2C(NC3=C(C2=N1)C=CN=C3)=O